(S)-4-(5-(3-((2-(3-carboxy-3-methylbutyl)-4-fluoro-6-methoxybenzo[b]thiophen-5-yl)oxy)propyl)-4-fluoro-6-methoxybenzo[b]thiophen-2-yl)-2-methyl-4-oxobutanoic acid C(=O)(O)C(CCC1=CC2=C(S1)C=C(C(=C2F)OCCCC2=C(C1=C(SC(=C1)C(C[C@@H](C(=O)O)C)=O)C=C2OC)F)OC)(C)C